4-[2-(4-fluorophenyl)pyrazolo[1,5-a]pyrimidin-7-yl]-2-methoxy-benzoic acid FC1=CC=C(C=C1)C1=NN2C(N=CC=C2C2=CC(=C(C(=O)O)C=C2)OC)=C1